2-Octyldecyl (S)-2-amino-3-(3,5-difluorophenyl)propanoate N[C@H](C(=O)OCC(CCCCCCCC)CCCCCCCC)CC1=CC(=CC(=C1)F)F